N-(2,3-Difluoro-4-(8-methyl-2-(methylthio)-7-oxo-7,8-dihydropyrido[2,3-d]pyrimidin-6-yl)phenyl)-1-phenylmethanesulfonamide FC1=C(C=CC(=C1F)C1=CC2=C(N=C(N=C2)SC)N(C1=O)C)NS(=O)(=O)CC1=CC=CC=C1